3-(3-(trifluoromethyl)phenyl)propanal FC(C=1C=C(C=CC1)CCC=O)(F)F